FC1=CC2=C(N=C(S2)OCC2N(C3CC(C2C)C3)C(=O)C3=NC(=CC=C3N3N=CC=N3)C)C=C1 cis-6-fluoro-2-({4-methyl-2-[6-methyl-3-(2H-1,2,3-triazol-2-yl)pyridine-2-carbonyl]-2-azabicyclo[3.1.1]hept-3-yl}methoxy)-1,3-benzothiazole